Natrium (S)-3-(3-(1,5-Dimethyl-4-oxido-2-oxo-1,2-dihydropyridin-3-yl)ureido)-3-(2'-fluorobiphenyl-3-yl)propanoat CN1C(C(=C(C(=C1)C)[O-])NC(N[C@@H](CC(=O)[O-])C=1C=C(C=CC1)C1=C(C=CC=C1)F)=O)=O.[Na+].[Na+]